FC(CCN(CCC(C(=O)O)NC(C(C1=CC=CC=C1)O)=O)CCCCC1=NC=2NCCCC2C=C1)F 4-[3,3-difluoropropyl-[4-(5,6,7,8-tetrahydro-1,8-naphthyridin-2-yl)butyl]amino]-2-[[2-hydroxy-2-phenyl-acetyl]amino]butanoic acid